(R)-2-(6-(5-chloro-2-((2-methoxypyridin-4-yl)amino)pyrimidin-4-yl)-1-oxoisoindolin-2-yl)propionic acid ClC=1C(=NC(=NC1)NC1=CC(=NC=C1)OC)C1=CC=C2CN(C(C2=C1)=O)[C@@H](C(=O)O)C